rac-(1S*,2S*)-2-(2-chloropyridin-4-yl)-N-(4-(((6-cyclopropylimidazo[1,2-a]pyridin-2-yl)methyl)amino)pyridin-2-yl)cyclopropane-1-carboxamide ClC1=NC=CC(=C1)[C@@H]1[C@H](C1)C(=O)NC1=NC=CC(=C1)NCC=1N=C2N(C=C(C=C2)C2CC2)C1 |r|